BrC=1C=C2C(=CC(NC2=CC1)=O)CBr 6-bromo-4-(bromomethyl)quinolin-2(1H)-one